BrC=1C(=C(OCCC[C@@H]2C[C@@H](N(CC2)C(=O)OC(C)(C)C)C)C=CC1)C tert-butyl (2S,4S)-4-(3-(3-bromo-2-methylphenoxy)propyl)-2-methylpiperidine-1-carboxylate